C1(CC1)C1=C(C(=NO1)C1=C(C=CC=C1)C(F)(F)F)C1CC2(C1)CCN(CC2)C=2SC1=C(N2)C(=CC=C1)F 2-(2-(5-Cyclopropyl-3-(2-(trifluoromethyl)phenyl)isoxazol-4-yl)-7-azaspiro[3.5]nonan-7-yl)-4-fluorobenzo[d]thiazol